methoxyallyl alcohol COC=CCO